pentan-4-aldehyde CCCC(C)=O